4,6-dichloro-7-(2-fluorophenyl)quinazoline ClC1=NC=NC2=CC(=C(C=C12)Cl)C1=C(C=CC=C1)F